N-(2,3-dichlorophenyl)acetamide hydrochloride Cl.ClC1=C(C=CC=C1Cl)NC(C)=O